NC1=CC=C(C(=C1C1=CC(N2[C@@H](CCC2C1)C(=O)OCC(=O)C=1C(=NC(=CC1)NC)F)=O)F)Cl 2-(2-fluoro-6-(methylamino)pyridin-3-yl)-2-oxoethyl (3S)-7-(6-amino-3-chloro-2-fluorophenyl)-5-oxo-1,2,3,5,8,8a-hexahydroindolizine-3-carboxylate